C1(CC1)CN1CC2(C1)CNC2 2-(cyclopropylmethyl)-2,6-diazaspiro[3.3]heptane